xanthylium bis(2-ethylhexyl)sulfosuccinate C(C)C(CC(C(C(=O)[O-])S(=O)(=O)O)(C(=O)[O-])CC(CCCC)CC)CCCC.C1=CC=CC2=[O+]C3=CC=CC=C3C=C12.C1=CC=CC2=[O+]C3=CC=CC=C3C=C12